4-[4-[(3R,5R)-5-[(5-chloro-1-methyl-6-oxo-pyridazin-4-yl)amino]-1-methyl-3-piperidyl]benzoyl]piperazin ClC1=C(C=NN(C1=O)C)N[C@@H]1C[C@@H](CN(C1)C)C1=CC=C(C(=O)N2CCNCC2)C=C1